(2R,3R,4R,5S)-5-((6-(2-(2-(2-(2-aminoethoxy)ethoxy)ethoxy)-1,1-difluoroethyl)pyrazin-2-yl)amino)-2-(hydroxymethyl)tetrahydro-2H-pyran-3,4-diol NCCOCCOCCOCC(F)(F)C1=CN=CC(=N1)N[C@@H]1[C@H]([C@H]([C@H](OC1)CO)O)O